O=C1NC(CCC1C=1C=CC(=NC1)N1CCC(CC1)C(=O)N1CCC(CC1)(C(=O)[O-])C)=O 1-(1-(5-(2,6-dioxopiperidin-3-yl)pyridin-2-yl)piperidine-4-carbonyl)-4-methylpiperidine-4-carboxylate